2-[2-(2'',3''-dihydrodispiro[[1,3]dioxolane-2,1'-cyclohexane-4',1''-inden]-2''-yl)ethyl]pyridine C12(C(CC3=CC=CC=C13)CCC1=NC=CC=C1)CCC1(CC2)OCCO1